C1(CCC1)CN([C@@H]1CC[C@H](CC1)N(C1=C(C(N(C=2C=CC(=NC12)C#N)C)=O)C#N)C)C1=C(C=C(C=C1)F)C1CC1 trans-8-((4-((cyclobutylmethyl)(2-cyclopropyl-4-fluorophenyl)amino)cyclohexyl)(methyl)amino)-5-methyl-6-oxo-5,6-dihydro-1,5-naphthyridine-2,7-dicarbonitrile